C1(CC1)C(C(C(=O)NC1=CC=C(C=C1)C=1C(=NNC1C)C)C1=NN=C(N1)C1=CC=NN1)C1CC1 3,3-dicyclopropyl-N-[4-(3,5-dimethyl-1H-pyrazol-4-yl)phenyl]-2-[5-(1H-pyrazol-5-yl)-4H-1,2,4-triazol-3-yl]propanamide